N-isopropyl-3-amino-3-hydroxy-2-phenyl-propionamide C(C)(C)NC(C(C(O)N)C1=CC=CC=C1)=O